3-((7R,14R)-1-(difluoromethoxy)-6-(methyl-d3)-5-oxo-5,6,7,14-tetrahydro-7,14-methanobenzo[f]benzo[4,5]imidazo[1,2-a][1,4]diazocin-11-yl)propiolaldehyde FC(OC1=CC=CC=2C(N([C@H]3C=4N([C@@H](C21)C3)C3=C(N4)C=CC(=C3)C#CC=O)C([2H])([2H])[2H])=O)F